3-(pyridine-4-yl)propan N1=CC=C(C=C1)CCC